tert-butyl 1-(6-(cyclopropanecarboxamido)pyrazin-2-yl)hexahydropyrrolo[3,4-b]pyrrole-5(1H)-carboxylate C1(CC1)C(=O)NC1=CN=CC(=N1)N1C2C(CC1)CN(C2)C(=O)OC(C)(C)C